N-[3-chloro-4-[[1-[(3R)-pyrrolidine-3-carbonyl]-4-piperidyl]carbamoyl]phenyl]-5-(2,3-difluoro-4-methoxy-phenyl)-1-methyl-imidazole-2-carboxamide ClC=1C=C(C=CC1C(NC1CCN(CC1)C(=O)[C@H]1CNCC1)=O)NC(=O)C=1N(C(=CN1)C1=C(C(=C(C=C1)OC)F)F)C